tert-Butyl 2-(3-(2-amino-2-oxoethyl)-5-bromo-1H-indazol-1-yl)acetate NC(CC1=NN(C2=CC=C(C=C12)Br)CC(=O)OC(C)(C)C)=O